BrC1=NC=CC2=C1CC1CCC2N1C(=O)NC1=CC(=C(C=C1)Cl)Cl (±)-1-bromo-N-(3,4-dichlorophenyl)-6,7,8,9-tetrahydro-5H-5,8-epiminocyclohepta[c]pyridine-10-carboxamide